NC=1N=C(SC1C(C1=CC=C(C=C1)O)=O)N(C1=CC=C(C=C1)F)C(C(=O)N)C 2-(N-[4-amino-5-(4-hydroxybenzoyl)thiazol-2-yl]-4-fluoro-anilino)propanamide